CC1(OCC(O1)C=C(CO)C)C 3-(2,2-dimethyl-1,3-dioxolan-4-yl)-2-methylpropan-2-en-1-ol